ClC1=CC=C(OCC2=NC=C3N2CCNC3)C=C1 3-((4-chlorophenoxy)methyl)-5,6,7,8-tetrahydroimidazo[1,5-a]pyrazine